1,5-Dimethyl-3-(4-(phenylthio)phenyl)-1H-pyrazole-4-ol CN1N=C(C(=C1C)O)C1=CC=C(C=C1)SC1=CC=CC=C1